C(CCC)P(C12CC3CC(CC(C1)C3)C2)C23CC1CC(CC(C2)C1)C3 butylbis[(3R,5S,7s)-adamantan-1-yl]phosphane